ClC1=C(C(=CC=C1Cl)OCOCC[Si](C)(C)C)[C@H]1CC(N(C1)C[C@@H]1OC(OC1)(C)C)=S |&1:17| rac-4-(2,3-dichloro-6-((2-(trimethylsilyl)ethoxy)methoxy)phenyl)-1-(((S)-2,2-dimethyl-1,3-dioxolan-4-yl)methyl)pyrrolidine-2-thione